(4R)-4-formyl-2,2-dimethyl-1,3-oxazolidine-3-carboxylic acid tert-butyl ester C(C)(C)(C)OC(=O)N1C(OC[C@@H]1C=O)(C)C